Erucylmyristat C(CCCCCCCCCCC\C=C/CCCCCCCC)OC(CCCCCCCCCCCCC)=O